C(=O)(O)C=1C=C(C=C(C1)C(=O)O)B(O)O 3,5-dicarboxyl-phenylboronic acid